tert-butyl 2-(3-(1-(3-methoxy-3-oxopropyl) ureido)-1-methyl-1H-indazol-6-yl)-2,7-diazaspiro[3.5]nonane-7-carboxylate COC(CCN(C(=O)N)C1=NN(C2=CC(=CC=C12)N1CC2(C1)CCN(CC2)C(=O)OC(C)(C)C)C)=O